CNC(=O)C1=C(C=CC=C1)B(O)O 2-(methylcarbamoyl)benzeneboronic acid